rel-tert-butyl (R)-1-(4-(2,6-dioxopiperidin-3-yl)phenyl)piperidine-4-carboxylate O=C1NC(CC[C@@H]1C1=CC=C(C=C1)N1CCC(CC1)C(=O)OC(C)(C)C)=O |o1:6|